1,6-diazaspiro[3.6]Decan-2-one N1C(CC12CNCCCC2)=O